4-chloro-5-(1-methylpiperidin-4-yl)thiophene-2-carboxylic acid ClC=1C=C(SC1C1CCN(CC1)C)C(=O)O